ClC=1C=C(C=2N(N1)C=CN2)[C@@H]2[C@H](C2)C2=CC1=C(N=C(S1)C(F)F)C=C2 |r| racemic-6-((1S,2S)-2-(6-chloroimidazo[1,2-b]pyridazin-8-yl)cyclopropyl)-2-(difluoromethyl)benzo[d]thiazole